C(C1=CC=CC=C1)OC1=CC(=CC2=CC=C(C(=C12)F)F)CO (4-(benzyloxy)-5,6-difluoronaphthalen-2-yl)methanol